4,4'-bis(diphenylphosphinoyloxy)-Fmoc-benzhydrylamine C1(=CC=CC=C1)P(=O)(OC1=CC=C(C(C2=CC=C(C=C2)OP(=O)(C2=CC=CC=C2)C2=CC=CC=C2)NC(=O)OCC2C3=CC=CC=C3C3=CC=CC=C23)C=C1)C1=CC=CC=C1